2-(3,4-dimethoxyphenyl)-6-(4-(4-isopropylpiperazin-1-yl)phenyl)-8-methyl-[1,2,4]triazolo[1,5-a]pyridine COC=1C=C(C=CC1OC)C1=NN2C(C(=CC(=C2)C2=CC=C(C=C2)N2CCN(CC2)C(C)C)C)=N1